C(C)(C)(C)OC(=O)NC(C(=O)[O-])C[C@H]1CNCCO1 ((tert-butoxycarbonyl)amino)-3-((S)-morpholin-2-yl)propanoate